N1(CCCC1)C(=O)N1CC2(C1)CCNCC2 pyrrolidin-1-yl-(2,7-diazaspiro[3.5]nonan-2-yl)methanone